3-METHOXY-5-METHYLPYRAZINE-2-CARBALDEHYDE COC=1C(=NC=C(N1)C)C=O